alpha-tocopheryl phosphate CC1=C(C(=C(C2=C1O[C@](CC2)(C)CCC[C@H](C)CCC[C@H](C)CCCC(C)C)C)OP(=O)(O)O)C